[S+2].[O-2].[Mn+3] manganic oxide sulfur